pyrazole-3-sulfonamide, sodium salt [Na+].N1N=C(C=C1)S(=O)(=O)[NH-]